FC(CCC(=O)OCC)(F)F Ethyl 4,4,4-trifluorobutyrate